C1OCC12CN(C2)CCOC=2C=C(C=1N(C2)N=CC1C#N)C=1C=NC(=CC1)N1CC2(C1)CN(C2)C(C2=CC=C(C=C2)OC)=O 6-(2-(2-oxa-6-azaspiro[3.3]heptan-6-yl)ethoxy)-4-(6-(6-(4-methoxybenzoyl)-2,6-diazaspiro[3.3]heptan-2-yl)pyridin-3-yl)pyrazolo[1,5-a]pyridine-3-carbonitrile